2-vinylthio-5-methoxybenzoxazole C(=C)SC=1OC2=C(N1)C=C(C=C2)OC